CC1(CC1)N1C(=NN=C1)SC 4-(1-methylcyclopropyl)-3-(methylthio)-4H-1,2,4-triazole